CO[C@@H]1C[C@@H](C[C@@H](C1)NC=1C2=C(N=CN1)SC(=C2)CC(F)(F)F)N (1S,3R,5R)-5-methoxy-N1-[6-(2,2,2-trifluoroethyl)thieno[d]pyrimidin-4-yl]cyclohexane-1,3-diamine